CN1N=C(C(=C1)C=1C=C(C(=O)N)C=C(N1)N1CCC(CC1)(C1=CC(=C(C(=C1)F)F)F)O)C 2-(1,3-dimethyl-1H-pyrazol-4-yl)-6-(4-hydroxy-4-(3,4,5-trifluorophenyl)piperidin-1-yl)isonicotinamide